COC(=C(C(=O)[O-])C)CCOCC methoxy-ethoxyethylmethacrylate